Ethyl 5-((3,5-dichloropyridin-4-yl)thio)-1,3,4-thiadiazole-2-carboxylate ClC=1C=NC=C(C1SC1=NN=C(S1)C(=O)OCC)Cl